COC(CN(C)C(\C(=C(/O)\C1=CC(=C(C(=C1)[N+](=O)[O-])O)O)\C#N)=O)=O (Z)-N-(2-cyano-3-(3,4-dihydroxy-5-nitrophenyl)-3-hydroxyacryloyl)-N-methylglycine methyl ester